ClC=1C=C(C(=NC1)F)F 5-chloro-2,3-difluoropyridine